COC(=O)C=1C=CC2=C(N(C(=N2)CN2CCC(CC2)OC2=CC(=CC=C2)OCC2=C(C=C(C=C2)C#N)F)CC2=CN=CN2CC)C1 (4-(3-((4-cyano-2-fluorobenzyl)oxy)phenoxy)piperidin-1-yl)methyl-1-((1-ethyl-1H-imidazole-5-yl)methyl)-1H-benzo[d]imidazole-6-carboxylic acid methyl ester